4-((2-((trans)-4-(2,4,6-Trifluorophenyl)cyclohexyl)-ethyl)amino)tetrahydro-2H-pyran FC1=C(C(=CC(=C1)F)F)[C@@H]1CC[C@H](CC1)CCNC1CCOCC1